2-amino-4-((1-hydroxyhexan-3-yl)amino)-6-(4-(pyrrolidin-1-ylmethyl)benzyl)pyrido[4,3-d]pyrimidin-5(6H)-one NC=1N=C(C2=C(N1)C=CN(C2=O)CC2=CC=C(C=C2)CN2CCCC2)NC(CCO)CCC